3-(((S)-1-((R)-3-cyclohexyl-2-methylpropanoyl)-4-hydroxy-3,3-dimethylpiperidin-4-yl)methyl)-6-phenylpyrimidin-4(3H)-one C1(CCCCC1)C[C@H](C(=O)N1CC([C@](CC1)(O)CN1C=NC(=CC1=O)C1=CC=CC=C1)(C)C)C